(4-((6,7-bis(2-methoxyethoxy)quinazolin-4-yl)oxy)-2-fluorophenyl)-N-(3-(4-methyl-1H-imidazol-1-yl)-5-(trifluoromethyl)phenyl)-2-oxoacetamide COCCOC=1C=C2C(=NC=NC2=CC1OCCOC)OC1=CC(=C(C=C1)C(C(=O)NC1=CC(=CC(=C1)C(F)(F)F)N1C=NC(=C1)C)=O)F